3-(((6E,9E)-octadec-6,9-dien-1-yl)amino)butyric acid C(CCCC\C=C\C\C=C\CCCCCCCC)NC(CC(=O)O)C